3-(4-(difluoromethoxy)phenyl)-3-methoxyazetidine-1-carboxylic acid tert-butyl ester C(C)(C)(C)OC(=O)N1CC(C1)(OC)C1=CC=C(C=C1)OC(F)F